(trimethoxysilyl)(dimethylphenylsilyl)undecane CO[Si](OC)(OC)C(CCCCCCCCCC)[Si](C1=CC=CC=C1)(C)C